2-((6-((5-chloro-2-((((1r,4r)-4-((3-(2,6-dioxopiperidin-3-yl)phenyl)amino)cyclohexyl)methyl)amino)pyrimidin-4-yl)amino)-1-methyl-2-oxo-1,2-dihydroquinolin-3-yl)oxy)-N-methylacetamide ClC=1C(=NC(=NC1)NCC1CCC(CC1)NC1=CC(=CC=C1)C1C(NC(CC1)=O)=O)NC=1C=C2C=C(C(N(C2=CC1)C)=O)OCC(=O)NC